NC1=C(C2=C(N=C(N=C2)S(=O)(=O)C)N1C1=C(C(=CC=C1C)O)C)C(=O)N 6-amino-7-(3-hydroxy-2,6-dimethylphenyl)-2-(methylsulfonyl)-7H-pyrrolo[2,3-d]pyrimidine-5-carboxamide